6-(allylsulfonyl)-3-fluoro-N,N-bis(4-methoxybenzyl)-5-(trifluoromethyl)pyridin-2-amine C(C=C)S(=O)(=O)C1=C(C=C(C(=N1)N(CC1=CC=C(C=C1)OC)CC1=CC=C(C=C1)OC)F)C(F)(F)F